5-(2-oxooxazolidin-3-yl)benzoic acid O=C1OCCN1C=1C=CC=C(C(=O)O)C1